tert-butyl (7RS)-7-[2-(benzyloxy)ethyl]-2-(4-fluorophenyl)-6,7-dihydropyrazolo[1,5-a]pyrazine-5(4H)-carboxylate C(C1=CC=CC=C1)OCC[C@@H]1CN(CC=2N1N=C(C2)C2=CC=C(C=C2)F)C(=O)OC(C)(C)C |r|